[N+](=O)([O-])C1=C(N)C=C(C=C1)SC1=CC=C(C=C1)N1CCCCC1 2-nitro-5-((4-(piperidin-1-yl)phenyl)thio)aniline